F[C@H]1CN(CC[C@H]1NC1=C2C=C(N(C2=CC=C1)CC(F)(F)F)C(=O)NN)C(=O)OC(C)(C)C |r| (+/-)-tert-butyl (3S,4R)-3-fluoro-4-((2-(hydrazinecarbonyl)-1-(2,2,2-trifluoroethyl)-1H-indol-4-yl)amino)piperidine-1-carboxylate